racemic-cis-1-amino-3-methoxycyclopentane N[C@@H]1C[C@@H](CC1)OC |r|